Cl.NC1CCN(CC1)C1=NC(=C2N=CN(C2=N1)C(C)C)NCC1=C(C=CC=C1)N1N=C(C=C1)CN1CCNCC1 2-(4-aminopiperidin-1-yl)-9-isopropyl-N-(2-(3-(piperazin-1-ylmethyl)-1H-pyrazol-1-yl)benzyl)-9H-purin-6-amine hydrochloride